2-(4-Fluorobenzenesulfonamido)-N-[2-methyl-5-(morpholine-4-sulfonyl)thiophen-3-yl]acetamide FC1=CC=C(C=C1)S(=O)(=O)NCC(=O)NC1=C(SC(=C1)S(=O)(=O)N1CCOCC1)C